O[C@@H]1[C@@H](CCC2=CC=CC(=C12)I)NC([O-])=O (1S,2R)-1-Hydroxy-8-iodo-1,2,3,4-tetrahydronaphthalin-2-yl-carbamat